[N+](=O)([O-])C=1C=CC(=NC1)SSC1=COCO1 4-[(5-nitro-2-pyridinyl)dithio]-2,5-dioxol